3-carbamoyl-1-(2-((2-((3-chloro-2-fluorobenzyl) amino)-2-oxoethyl) (cyclopropyl) amino)-2-oxoethyl)-1H-indazole-6-carboxylate C(N)(=O)C1=NN(C2=CC(=CC=C12)C(=O)[O-])CC(=O)N(C1CC1)CC(=O)NCC1=C(C(=CC=C1)Cl)F